O1C=CC2=C1C(=CC=C2)C(C)NC2=NC(=NC1=CC(=C(C=C21)OC)OC)C N-[1-(1-benzofuran-7-yl)ethyl]-6,7-dimethoxy-2-methylquinazolin-4-amine